C1(=CC=CC=C1)CC(=O)OC=1C=C2OC=3C(C(C(C(C3C(C2=C(C1C(CC(C)C)=O)O)CC(C)C)=O)(C)C)=O)(C)C 6-phenylacetyloxy-8-hydroxy-7-(3-methylbutyryl)-9-isobutyl-2,2,4,4-tetramethyl-4,9-dihydro-1H-xanthene-1,3(2H)-dione